C(C)(C)(C)NN 2-(tertiary butyl)hydrazine